N-tert-butyl-4-[(2-hydroxyphenyl)methylcarbamoylamino]pyridine-2-carboxamide C(C)(C)(C)NC(=O)C1=NC=CC(=C1)NC(NCC1=C(C=CC=C1)O)=O